CC1(CCC2(C(NC(N2)=O)=O)CC1)C 8,8-dimethyl-1,3-diazaspiro[4.5]decane-2,4-dione